C12(CC(C1)C2)NS(=O)(=O)C2=CC(=CC=C2)C(=O)N2CC1(C3=CC(=CC=C23)S(=O)(=O)C)CCC2(CC1)CC2 N-(bicyclo[1.1.1]pent-1-yl)-3-(5''-(methylsulfonyl)dispiro[cyclopropane-1,1'-cyclohexane-4',3''-indoline]-1''-carbonyl)benzenesulfonamide